P(=O)(OCCC(C(C(C(C(C(F)(F)F)(F)F)(F)F)(F)F)(F)F)(F)F)([O-])[O-] [2-(perfluorohexyl) ethyl] phosphate